CC(C(CC1=CC=CC=C1)=O)C 3-methyl-1-phenyl-2-butanone